methyl 5-acetyl-2,7-dimethyl-1-oxo-1,2-dihydroisoquinoline-3-carboxylate C(C)(=O)C1=C2C=C(N(C(C2=CC(=C1)C)=O)C)C(=O)OC